4-(2,3-dihydrobenzo[b][1,4]dioxin-6-yl)-5-((5-nitrothiophen-2-yl)thio)-2,4-dihydro-3H-1,2,4-triazol-3-one O1C2=C(OCC1)C=C(C=C2)N2C(NN=C2SC=2SC(=CC2)[N+](=O)[O-])=O